COC1=CC=C2C=CN=C(C2=C1)CCNC(C)=O N-(2-(7-methoxyisoquinolin-1-yl)ethyl)acetamide